(S)-beta-methylphenylethylamine C[C@H](CN)C1=CC=CC=C1